2,2,2-trifluoroperoxyacetic acid FC(C(=O)OO)(F)F